2-(6-(((1S,3S,5R)-7,7-difluoro-1-methyl-8-azabicyclo[3.2.1]octan-3-yl)(methyl)amino)pyridazin-3-yl)-5-(1H-imidazol-1-yl)phenol FC1(C[C@H]2C[C@@H](C[C@@]1(N2)C)N(C2=CC=C(N=N2)C2=C(C=C(C=C2)N2C=NC=C2)O)C)F